N-(4-(3-methoxyoxetan-3-yl)phenyl)-1-(4-(trifluoromethyl)phenyl)piperidine-4-carboxamide COC1(COC1)C1=CC=C(C=C1)NC(=O)C1CCN(CC1)C1=CC=C(C=C1)C(F)(F)F